1-(1-(4H-1,2,4-triazol-4-yl)ethyl)-N-(2-fluoro-5-(5-fluoropyrimidin-2-yl)-4-(trifluoromethyl)phenyl)-3-methyl-6-azabicyclo[3.1.1]heptane-6-carboxamide N=1N=CN(C1)C(C)C12CC(CC(N1C(=O)NC1=C(C=C(C(=C1)C1=NC=C(C=N1)F)C(F)(F)F)F)C2)C